2-(2'-Cyclopropyl-7'-oxo-5'H-spiro[cyclopropane-1,4'-thieno[2,3-c]pyridin]-6'(7'H)-yl)-N-(5-fluoropyrimidin-2-yl)acetamide C1(CC1)C1=CC2=C(C(N(CC23CC3)CC(=O)NC3=NC=C(C=N3)F)=O)S1